isobutyl (R)-(5-(5-methyl-1,2,4-oxadiazol-3-yl)-2,3-dihydro-1H-inden-1-yl)carbamate CC1=NC(=NO1)C=1C=C2CC[C@H](C2=CC1)NC(OCC(C)C)=O